C(C)(C)(C)OC(=O)N(S(O)(=O)=O)CCN1C(=NC(=C1)C1=NC(=NC=C1Cl)Cl)C(=O)OCC (tert-Butoxycarbonyl)(2-(4-(2,5-dichloropyrimidin-4-yl)-2-(ethoxycarbonyl)-1H-imidazol-1-yl)ethyl)sulfamic acid